5-amino-4-(3-benzyloxy-2,6-dimethyl-phenyl)-1-methyl-pyrazolo[3,4-b]pyridine-6-carboxamide NC=1C(=C2C(=NC1C(=O)N)N(N=C2)C)C2=C(C(=CC=C2C)OCC2=CC=CC=C2)C